C1=NC=CC2=CC(=CC=C12)C(C(=O)O)C (isoquinolin-6-yl)propanoic acid